chloro(2-dicyclohexylphosphino-2',6'-di-iso-propoxy-1,1'-biphenyl) ClC=1C(=C(C=CC1)C1=C(C=CC=C1OC(C)C)OC(C)C)P(C1CCCCC1)C1CCCCC1